2-((1-(2-fluoro-4-(1H-pyrazol-4-yl)phenyl)piperidin-4-yl)methyl)-1,2-thiazinan 1,1-dioxide FC1=C(C=CC(=C1)C=1C=NNC1)N1CCC(CC1)CN1S(CCCC1)(=O)=O